Cyclohexyldi-tert-butylphosphin C1(CCCCC1)P(C(C)(C)C)C(C)(C)C